1H-benzimidazole-5-carboxamide hydrochloride Cl.N1C=NC2=C1C=CC(=C2)C(=O)N